hypophosphorous acid, sodium salt [Na+].[PH2](=O)[O-]